C[C@H]1[C@H]([C@H]([C@@H]([C@@H](O1)O[C@@H]2[C@H]([C@@H](O[C@@H]([C@H]2O[C@H]3[C@@H]([C@H]([C@H]([C@H](O3)CO)O)O)O)CO)O[C@H]4[C@H]([C@@H]([C@H](O[C@@H]4OC[C@@H]5[C@H]([C@@H]([C@@H]([C@@H](O5)O[C@@H]6[C@H](O[C@H]([C@@H]([C@H]6O)NC(=O)C)O[C@@H]7[C@H](O[C@H]([C@@H]([C@H]7O)NC(=O)C)O)CO)CO)O)O[C@@H]8[C@H]([C@H]([C@@H]([C@H](O8)CO)O)O)O[C@H]9[C@@H]([C@H]([C@@H]([C@H](O9)CO)O[C@H]1[C@@H]([C@H]([C@H]([C@H](O1)CO)O)O)O)O)NC(=O)C)O)CO)O)O)NC(=O)C)O)O)O The molecule is a branched amino decasaccharide comprised of a hexasaccharide chain of beta-D-galactose, N-acetyl-beta-D-glucosamine, alpha-D-mannose, beta-D-mannose, and two N-acetyl-beta-D-glucosamine residues linked sequentially (1->4), (1->2), (1->3), (1->4) and (1->4), to the beta-D-mannose residue of which is (1->6)-linked an alpha-L-fucosyl-(1->3)-[beta-D-galactosyl-(1->4)]-N-acetyl-beta-D-glucosaminyl-(1->3)-alpha-D-mannosyl tetrasaccharide branch. It has a role as an epitope. It is a glucosamine oligosaccharide and an amino decasaccharide.